4-(4-(6-chloro-4-oxo-3,4-dihydro-7H-pyrrolo[2,3-d]pyrimidin-7-yl)phenyl)-2-oxa-5-azabicyclo[4.1.0]heptane-5-carboxylic acid tert-butyl ester C(C)(C)(C)OC(=O)N1C(COC2CC12)C1=CC=C(C=C1)N1C(=CC2=C1N=CNC2=O)Cl